racemic-2-aminopimelic acid N[C@@H](C(=O)O)CCCCC(=O)O |r|